(S)-6-(4'-amino-4'H,6'H-spiro[piperidine-4,5'-pyrrolo[1,2-b]pyrazol]-1-yl)-5-chloro-3-(2,3-dichlorophenyl)-2-methylpyridin-4(3H)-one NC1C2(CN3N=CC=C31)CCN(CC2)C2=C(C([C@H](C(=N2)C)C2=C(C(=CC=C2)Cl)Cl)=O)Cl